N-(5-(3-(3,4-dihydroisoquinolin-2(1H)-yl)propanamido)-2-methylpyridin-3-yl)-7-(1-methyl-1H-pyrazol-4-yl)-[1,2,4]triazolo[4,3-a]pyridine-3-carboxamide C1N(CCC2=CC=CC=C12)CCC(=O)NC=1C=C(C(=NC1)C)NC(=O)C1=NN=C2N1C=CC(=C2)C=2C=NN(C2)C